(2R,3S,4R,5S,6S)-2-methoxy-6-methyltetrahydro-2H-pyran-3,4,5-triol CO[C@@H]1O[C@H]([C@H]([C@H]([C@@H]1O)O)O)C